2-fluoro-6-formyl-4-((5-(3-(pyrrolidin-1-yl)phenyl)thiazol-2-yl)carbamoyl)phenyl (2-(2-hydroxyethoxy)ethyl) carbonate C(OC1=C(C=C(C=C1C=O)C(NC=1SC(=CN1)C1=CC(=CC=C1)N1CCCC1)=O)F)(OCCOCCO)=O